C(C1=CC=CC=C1)C1(CC(=NO1)CNC(C1=C(C=C(C(=C1)F)F)Cl)=O)C(=O)OC Methyl 5-benzyl-3-((2-chloro-4,5-difluorobenzamido)methyl)-4,5-dihydroisoxazole-5-carboxylate